tert-butyl 8-[4-(2-fluoro-5-methoxy-4-nitro-phenyl)-3,6-dihydro-2H-pyridin-1-yl]octanoate FC1=C(C=C(C(=C1)[N+](=O)[O-])OC)C=1CCN(CC1)CCCCCCCC(=O)OC(C)(C)C